N[C@@H](CO)C(C1=NC=CC=C1)(F)F (2S)-2-Amino-3,3-difluoro-3-(pyridin-2-yl)propan-1-ol